N-(5-((1s,3s)-3-methyl-1-(4-methyl-4H-1,2,4-triazol-3-yl)cyclobutyl)pyridin-3-yl)-6-(((1-methylcyclobutyl)amino)methyl)imidazo[1,2-a]pyridine-8-carboxamide CC1CC(C1)(C1=NN=CN1C)C=1C=C(C=NC1)NC(=O)C=1C=2N(C=C(C1)CNC1(CCC1)C)C=CN2